N-(5-fluoropyrimidin-2-yl)-2-[(1r,2s)-6'-bromo-2-methyl-1',3'-dioxospiro[cyclopropane-1,4'-isoquinoline]-2'-yl]acetamide FC=1C=NC(=NC1)NC(CN1C(C2=CC=C(C=C2[C@]2(C1=O)[C@H](C2)C)Br)=O)=O